COC1=CC=C(C=C1)C1CC(C1)N1C(OC(=N1)CN1C=NC=2N=CN(C2C1=O)C)=O 3-(3-(4-methoxyphenyl)cyclobutyl)-5-((7-methyl-6-oxo-6,7-dihydro-1H-purin-1-yl)methyl)-1,3,4-oxadiazol-2(3H)-one